C(C)N(C1=CC(=CC=C1)C1NCCCC1)CC N,N-Diethyl-3-(2-piperidyl)aniline